[Si](C)(C)(C(C)(C)C)OC1C(OC1)C(=O)O 3-[(tert-butyldimethylsilyl)oxy]Oxetane-2-carboxylic acid